N-methyl-N-((2R,3R)-3-phenyltetrahydrofuran-2-carbonyl)-L-valine CN([C@@H](C(C)C)C(=O)O)C(=O)[C@@H]1OCC[C@@H]1C1=CC=CC=C1